4-(3-Fluoro-2,4,6-trimethylphenyl)-2,5-diphenyloxazole FC=1C(=C(C(=CC1C)C)C=1N=C(OC1C1=CC=CC=C1)C1=CC=CC=C1)C